Tert-butyl (12aR)-9-(2-ethyl-6-methoxyphenyl)-8,10-difluoro-3,4,12,12a-tetrahydro-6H-pyrazino[2,1-c][1,4]benzoxazepine-2(1H)-carboxylate C(C)C1=C(C(=CC=C1)OC)C1=C(C2=C(CN3[C@@H](CO2)CN(CC3)C(=O)OC(C)(C)C)C=C1F)F